FC=1C=C(C=NC1)[C@H](CNCCC1CCC(CC1)OC)O (R)-1-(5-fluoro-3-pyridyl)-2-{2-[(1s,4S)-4-methoxycyclohexyl]ethylamino}-1-ethanol